BrC1=CC(=C2C(=NC=NC2=C1)NC=1C=C2C=CC=NC2=CC1)OC(CN(C)C)C 7-bromo-5-((1-(dimethylamino)propan-2-yl)oxy)-N-(quinolin-6-yl)quinazolin-4-amine